1-[(1s,3r)-5-bromo-3-[[tert-butyl-(diphenyl)silyl]oxymethyl]-6-fluoro-1-methyl-3,4-dihydro-1H-isoquinolin-2-yl]-2-(2-chloro-6-fluoro-phenyl)ethanone BrC1=C2C[C@@H](N([C@H](C2=CC=C1F)C)C(CC1=C(C=CC=C1F)Cl)=O)CO[Si](C1=CC=CC=C1)(C1=CC=CC=C1)C(C)(C)C